NC1=C(C=2C(=NC(=C(C2)C)C)N1C1=C2C=NNC2=C(C=C1C)F)C(=O)N 2-amino-1-(7-fluoro-5-methyl-1H-indazol-4-yl)-5,6-dimethyl-1H-pyrrolo[2,3-b]pyridine-3-carboxamide